(2-(2,4-Dimethoxybenzyl)-7-((5-(4-methylpiperazin-1-yl)pyridin-2-yl)amino)-1-oxo-2,3-dihydro-1H-pyrrolo[3,4-c]pyridin-4-yl)-1H-pyrrolo[2,3-b]pyridine-1-carboxylic acid tert-butyl ester C(C)(C)(C)OC(=O)N1C(=CC=2C1=NC=CC2)C2=NC=C(C1=C2CN(C1=O)CC1=C(C=C(C=C1)OC)OC)NC1=NC=C(C=C1)N1CCN(CC1)C